(Z)-5-(1-(4-amino-2-fluorobut-2-en-1-yl)-6-(pyrrolidin-1-carbonyl)-1H-benzo[d][1,2,3]triazol-4-yl)-N-isopropyl-2-methoxybenzenesulfonamide NC\C=C(\CN1N=NC2=C1C=C(C=C2C=2C=CC(=C(C2)S(=O)(=O)NC(C)C)OC)C(=O)N2CCCC2)/F